C[SiH](CC[SiH](C)C)C 1,1-dimethyl-4,4-dimethyl-1,4-disilabutane